(methoxymethyl)-N-methyl-N-phenyl-[1,2,4]triazolo[4,3-a]quinazolin-5-amine COCC1=NN=C2N1C1=CC=CC=C1C(=N2)N(C2=CC=CC=C2)C